C(C)C1=NC=CN=C1 Ethylpyrazine